4-chloro-7-methyl-thieno[3,2-d]Pyrimidine ClC=1C2=C(N=CN1)C(=CS2)C